(2,2,4-trimethylhexamethylene)bis[2-(aminocarboxy)propane-1,3-diol] tetramethacrylate C(C(=C)C)(=O)O.C(C(=C)C)(=O)O.C(C(=C)C)(=O)O.C(C(=C)C)(=O)O.CC(CC(C(CO)C(=O)ON)O)(CC(CCC(C(CO)C(=O)ON)O)C)C